N1=C2C(=CC=C1)[C@H](CC2)N (S)-6,7-dihydro-5H-cyclopenta[b]pyridine-5-amine